16-heptadecayne-1,2,4-triol C(C(CC(CCCCCCCCCCCC#C)O)O)O